NC1=CC=C(C=C1)C1=CC=2C3=C(C=NC2C=C1)N=C(N3C3=CC=C(C=C3)C(C#N)(C)C)C 2-(4-(8-(4-aminophenyl)-2-methyl-1H-imidazo[4,5-c]quinolin-1-yl)phenyl)-2-methylpropanenitrile